C12CN(CC(N1)C2)CCON(C(=O)C2=CC=C(C=C2)N\C(=C\2/C(NC1=CC(=C(C=C21)C)C(=O)OC)=O)\C2=CC=CC=C2)C (Z)-Methyl 3-(((4-((2-(3,6-diazabicyclo[3.1.1]heptan-3-yl)ethoxy)(methyl)carbamoyl)phenyl)amino)(phenyl)methylene)-5-methyl-2-oxoindoline-6-carboxylate